CN(C(CNS(=O)(=O)C1=CC2=C(N=CS2)C=C1)C1=CN(C2=CC=CC=C12)C)C N-(2-(dimethylamino)-2-(1-methyl-1H-indol-3-yl)ethyl)benzo[d]thiazole-6-sulfonamide